tetrakis(mesitoyl)stannane C1(=C(C(=CC(=C1)C)C)C(=O)[Sn](C(=O)C1=C(C=C(C=C1C)C)C)(C(=O)C1=C(C=C(C=C1C)C)C)C(=O)C1=C(C=C(C=C1C)C)C)C